C(C)(C)C1=C(C=CC=C1)C1CN(CCN1)CC1=CC2=C(OCCCC2)C(=C1)OC 3-(2-isopropylphenyl)-1-((9-methoxy-2,3,4,5-tetrahydrobenzo[b]oxepin-7-yl)methyl)piperazine